N[C@H](CCNC(OC(C)(C)C)=O)C1=CC=CC=C1 |r| (±)-tert-butyl N-(3-amino-3-phenyl-propyl)carbamate